2-(1-methyl-1H-imidazol-5-yl)quinoline-4-carboxylic acid CN1C=NC=C1C1=NC2=CC=CC=C2C(=C1)C(=O)O